C1(CCCCC1)OC(\C=C(\C)/N)=O (Z)-3-aminobut-2-enoic acid cyclohexyl ester